C(#N)C1=NC2=CC(=CC(=C2N=C1N1CCN(CC1)C1=CC=C(C2=CC(=CC=C12)C#N)C#N)[C@@H](C)NC1=C(C(=O)O)C=CC=C1)C (R)-2-((1-(2-cyano-3-(4-(4,6-dicyanonaphthalen-1-yl)piperazin-1-yl)-7-methylquinoxalin-5-yl)ethyl)amino)benzoic acid